BrC1=CN=C2C(=NC(=NN21)OC[C@H]2N(CCC2)C)OC(C)(C)C (S)-7-bromo-4-(tert-butoxy)-2-((1-methylpyrrolidin-2-yl)methoxy)imidazo[2,1-f][1,2,4]Triazine